BrC1=CC=C(C=2C(N=C3N(C12)C1=CC=CC=C1C3(C)C)=O)Cl bromo-4-chloro-7,7-dimethylindolo[1,2-a]quinazolin-5(7H)-one